C(C1=CC=CC=C1)OC=1C2=C(N=C(N1)C=1C(=NC=NC1OC)C1CC1)C(=CN2)C(O)C2=CC=C(C=C2)C=2N(C=C(N2)C(F)(F)F)C [4-benzyloxy-2-(4-cyclopropyl-6-methoxy-pyrimidin-5-yl)-5H-pyrrolo[3,2-d]pyrimidin-7-yl]-[4-[1-methyl-4-(trifluoromethyl)imidazol-2-yl]phenyl]methanol